24-[(2-fluorophenyl)(hydroxyl)methyl]-5α-cholane-3β,4β-diol FC1=C(C=CC=C1)C(CCC[C@@H](C)[C@H]1CC[C@H]2[C@@H]3CC[C@H]4[C@H]([C@H](CC[C@]4(C)[C@H]3CC[C@]12C)O)O)O